N-(5-[[4-(trifluoromethyl)benzenesulfonamido]methyl]-1H-indol-3-yl)acetamide FC(C1=CC=C(C=C1)S(=O)(=O)NCC=1C=C2C(=CNC2=CC1)NC(C)=O)(F)F